BrC1=CC=C(C=C1)C(C)(C)C=1N=C(SC1)NC(=O)NCC1=C(C(=NC=C1)N1CCNCC1)F 1-(4-(2-(4-bromophenyl)propan-2-yl)thiazol-2-yl)-3-((3-fluoro-2-(piperazin-1-yl)pyridin-4-yl)methyl)urea